Hexaallyl-1,3,5-triazine-2,4,6-triamine C(C=C)N(C1=NC(=NC(=N1)N(CC=C)CC=C)N(CC=C)CC=C)CC=C